[Cl-].[Cl-].C[Si](=[Zr+2](C1C(=CC2=C(C=CC=C12)CC)C(C)C)C1C(=CC2=C(C=CC=C12)CC)C(C)C)C Dimethylsilylene-bis(2-isopropyl-4-ethyl-indenyl)zirconium dichloride